{4-[(R)-1-(1-methanesulfonyl-1-methyl-ethyl)-5-(S)-methyl-5,6,8a,9-tetrahydro-8H-7,10-dioxa-2,4,4b-triazaphenanthren-3-yl]-1H-pyrrolo[2,3-b]pyridin-5-yl}-methylamine CS(=O)(=O)C(C)(C)C1=NC(=NC=2N3[C@H](COC[C@@H]3COC12)C)C1=C2C(=NC=C1NC)NC=C2